(e-e)-thiininol S1C(C=CC=C1)O